CC(C(C1=C(C(=CC(=C1)C)C)O)C1=C(C(=CC(=C1)C)C)O)C 2,2'-(2-methylpropylidene)bis[4,6-xylenol]